NC1=C(C(=C(C=C1)C1=CC=CC2=C1C(=NO2)N)F)F 4-(4-amino-2,3-difluorophenyl)benzo[d]isoxazol-3-amine